4-amino-1-(2-chloropyridin-3-yl)-7-cyclopropylpyrido[2,3-d]pyrimidin-2(1H)-one NC=1C2=C(N(C(N1)=O)C=1C(=NC=CC1)Cl)N=C(C=C2)C2CC2